sulfo-4-((4-(cyanoethynyl)benzoyl)oxy)-2,3,5,6-tetra-fluorobenzenesulfonate S(=O)(=O)(O)C1(C(C(=C(C(=C1F)F)OC(C1=CC=C(C=C1)C#CC#N)=O)F)F)S(=O)(=O)[O-]